2-(1-(1-((1s,4s)-4-isopropylcyclohexyl)piperidin-4-yl)-2-oxoindolin-3-yl)-N-methoxyacetamide C(C)(C)C1CCC(CC1)N1CCC(CC1)N1C(C(C2=CC=CC=C12)CC(=O)NOC)=O